FC1(CCN(CC1)C1=NC(=CC2=C1N=NC(=C2)OC)C=2C(=C(C(=O)N)C=CC2NS(=O)(=O)CCO)N2CCC1(CC1)CC2)F (8-(4,4-difluoropiperidin-1-yl)-3-methoxypyrido[3,4-c]pyridazin-6-yl)-4-(2-hydroxyethylsulfonylamino)-2-(6-azaspiro[2.5]oct-6-yl)benzamide